CN[C@H](C(=O)NCC(NC=1SC2=C(N1)C=CC(=C2)OC(F)(F)F)=O)C (S)-2-(methylamino)-N-(2-oxo-2-((6-(trifluoromethoxy)benzo[d]thiazol-2-yl)amino)ethyl)propanamide